C1(CCCC1)N1C(N(CC1)C1CN(CCC1)C=1N=C(C(=NC1)C(=O)N)NC1=CC=C(C=C1)F)=O 5-(3-(3-cyclopentyl-2-oxoimidazolin-1-yl)piperidin-1-yl)-3-((4-fluorophenyl)amino)pyrazine-2-Carboxamide